Tert-butyl (1S,4S)-5-(4-bromo-6-chloro-1-cyclopropyl-7-fluoro-1H-pyrazolo[4,3-c]pyridin-3-yl)-2,5-diazabicyclo[2.2.2]octane-2-carboxylate BrC1=NC(=C(C2=C1C(=NN2C2CC2)N2[C@@H]1CN([C@H](C2)CC1)C(=O)OC(C)(C)C)F)Cl